5-(p-tolyl)-3-(trifluoromethyl)-1H-pyrazole-4-carbonitrile C1(=CC=C(C=C1)C1=C(C(=NN1)C(F)(F)F)C#N)C